(3R)-N-(2,5-dimethoxyphenyl)-2-methyl-3-(thiazol-2-yl)-3-(p-tolyl)pyrrolidine-1-carboxamide COC1=C(C=C(C=C1)OC)NC(=O)N1C([C@@](CC1)(C1=CC=C(C=C1)C)C=1SC=CN1)C